(S)-4-(1-(4-fluorophenyl)propyl)-1-(2-(pyrimidin-4-yl)nicotinoyl)piperidine-4-carbonitrile FC1=CC=C(C=C1)[C@H](CC)C1(CCN(CC1)C(C1=C(N=CC=C1)C1=NC=NC=C1)=O)C#N